Cl.Cl.OB1OC2=C(CC1)C=CC=C2C(=O)O 2-hydroxy-3,4-dihydro-2H-1,2-benzoxaborinine-8-carboxylic acid dihydrochloride